2-ethyl-3-(acryloyloxyethyl)oxetane C(C)C1OCC1CCOC(C=C)=O